N1=CC(=CC=C1)CN1N=C(C=C1)C=1C=C(C=CC1N1CCS(CC1)(=O)=O)C1=CC=CC=C1 4-(3-(1-(pyridin-3-ylmethyl)-1H-pyrazol-3-yl)-[1,1'-biphenyl]-4-yl)thiomorpholine 1,1-dioxide